N1(CCOCC1)C(=O)C1=CC=C(S1)S(=O)(=O)Cl 5-[(morpholin-4-yl)carbonyl]thiophene-2-sulfonyl chloride